C(C1=CC=CC=C1)N(C1=CC=CC=2N(C(NC21)=O)C2CCC(CC2)C(=O)O)C 4-[4-[benzyl-(methyl)amino]-2-oxo-3H-benzimidazol-1-yl]cyclohexanecarboxylic acid